1-(6-isopropoxypyridin-3-yl)ethan-1-one oxime C(C)(C)OC1=CC=C(C=N1)C(C)=NO